NCC(O)C1=C(C=C(C=C1)C1=C(C=C(C#N)C=C1)OC1=NC(=NC(=C1)N1CCOCC1)C)Cl 4-[4-(2-amino-1-hydroxyethyl)-3-chlorophenyl]-3-(2-methyl-6-morpholin-4-ylpyrimidin-4-yl)oxybenzonitrile